CC1=C(C=NC=2OCCN(C21)C(=O)OC(C)(C)C)N2CC=1N=C(N=CC1CC2)NC2=CC=C(C=C2)OCCN2CCOCC2 tert-butyl 8-methyl-7-[2-({4-[2-(morpholin-4-yl)ethoxy]phenyl}amino)-5H,6H,7H,8H-pyrido[3,4-d]pyrimidin-7-yl]-1H,2H,3H-pyrido[2,3-b][1,4]oxazine-1-carboxylate